The molecule is an acyl-CoA(4-) obtained by deprotonation of the phosphate and diphosphate OH groups of (5Z,8Z,11Z,14Z,17Z)-icosapentaenoyl-CoA. It is a polyunsaturated fatty acyl-CoA(4-) and an (11Z)-Delta(11)-fatty acyl-CoA(4-). It is a conjugate base of a (5Z,8Z,11Z,14Z,17Z)-icosapentaenoyl-CoA. CC/C=C\\C/C=C\\C/C=C\\C/C=C\\C/C=C\\CCCC(=O)SCCNC(=O)CCNC(=O)[C@@H](C(C)(C)COP(=O)([O-])OP(=O)([O-])OC[C@@H]1[C@H]([C@H]([C@@H](O1)N2C=NC3=C(N=CN=C32)N)O)OP(=O)([O-])[O-])O